ClC=1C(=CC(=NC1)N)C1=NC=C(C=N1)F 5-chloro-4-(5-fluoropyrimidin-2-yl)pyridin-2-amine